CN1C(=N\C(\C2=C1C=NC(=C2)N2CCOCC2)=N/[C@H](C)C=2C(=C(C#N)C=CC2)C)C (R,Z)-3-(1-((1,2-dimethyl-6-morpholinopyrido[3,4-d]pyrimidin-4(1H)-ylidene)amino)ethyl)-2-methylbenzonitrile